N-(cyanomethyl)-6-((2-(1-(cyclopropylsulfonyl)-1H-pyrazol-4-yl)pyrimidin-4-yl)amino)-4-(isopropylamino)-N-methylnicotinamide C(#N)CN(C(C1=CN=C(C=C1NC(C)C)NC1=NC(=NC=C1)C=1C=NN(C1)S(=O)(=O)C1CC1)=O)C